C(C=C)OCC1=C(C=CC=C1)C1N(CCCCC1)C(=O)OC(C)(C)C tert-butyl 2-(2-(allyloxymethyl)phenyl)azepane-1-carboxylate